BrC=1C=C(CNC(OCC2C3=CC=CC=C3C=3C=CC=CC23)=O)C=CC1 (9H-Fluoren-9-yl)methyl (3-bromobenzyl)carbamate